(R and S)-N-(5-chloro-2,3-dihydro-1H-inden-1-yl)acetamide ClC=1C=C2CC[C@H](C2=CC1)NC(C)=O |r|